FC=1C=C(C=C(C1)C1=CC=C2C=NC(=NC2=C1)NC)NC(C=C)=O N-{3-fluoro-5-[2-(methylamino)quinazolin-7-yl]phenyl}prop-2-enamide